BrC1=CC(=C2N1C=CN=C2NCC2=CC=C(C=C2)OC)I 6-bromo-8-iodo-N-(4-methoxybenzyl)pyrrolo[1,2-a]pyrazin-1-amine